2-(2-((4-methylphenyl) sulfonylamino) ethyl)-1,3-dioxo-2,3-dihydro-1H-benzo[de]isoquinolin-6-yl hydrogen sulfate S(=O)(=O)(OC=1C=CC=2C(N(C(C3=CC=CC1C23)=O)CCNS(=O)(=O)C2=CC=C(C=C2)C)=O)O